ClC1=C(C=CC(=C1)NC=1C=2N(C=CN1)C(=CN2)C2=C(C(=C(C=C2)OC)F)F)C=O (2-chloro-4-((3-(2,3-difluoro-4-methoxyphenyl)imidazo[1,2-a]pyrazin-8-yl)amino)phenyl)methanone